CC(C)C(CC(CCC(CC)C)C)C 2,3,5,8-Tetramethyldecane